tert-Butyl (R)-3,4-dichloro-1-((S)-3-methylmorpholino)-12-oxo-6a,7,9,10-tetrahydro-12H-pyrazino[2,1-c]pyrido[3,4-f][1,4]oxazepine-8(6H)-carboxylate ClC1=C(C2=C(C(N3[C@@H](CO2)CN(CC3)C(=O)OC(C)(C)C)=O)C(=N1)N1[C@H](COCC1)C)Cl